N-methyl-6-(methyl-(piperidin-4-yl)amino)-N-(1H-pyrazol-4-yl)quinoline-2-carboxamide CN(C(=O)C1=NC2=CC=C(C=C2C=C1)N(C1CCNCC1)C)C=1C=NNC1